OCC=1C=C(C=CC1O)/C=C/C(=O)O (E)-3-(3-hydroxymethyl-4-hydroxyphenyl)acrylic acid